N7-(((3aS,4R,6aR)-4-(4-amino-7H-pyrrolo[2,3-d]pyrimidin-7-yl)-2,2-dimethyl-3a,6a-dihydro-4H-cyclopenta[d][1,3]dioxol-6-yl)methyl)-N2-(4-methoxybenzyl)quinoline-2,7-diamine NC=1C2=C(N=CN1)N(C=C2)[C@@H]2C=C([C@H]1OC(O[C@H]12)(C)C)CNC1=CC=C2C=CC(=NC2=C1)NCC1=CC=C(C=C1)OC